[6-[6-(trifluoromethyl)pyridin-3-yl]pyrimidin-4-yl]methylamine hydrochloride Cl.FC(C1=CC=C(C=N1)C1=CC(=NC=N1)CN)(F)F